1,2-diaminocyclohexane-N,N,N',N'-tetraacetic acid C1CCC(C(C1)N(CC(=O)O)CC(=O)O)N(CC(=O)O)CC(=O)O